8-fluoro-4H-chromen FC=1C=CC=C2CC=COC12